1-methyl-4-hydroxy-3-(2,2,2-trifluoroethane-1-on-1-yl)benzofuro[3,2-h]quinolin-2(1H)-one CN1C(C(=C(C2=CC=C3C(=C12)OC1=C3C=CC=C1)O)C(C(F)(F)F)=O)=O